N-(1-(2-hydroxyethyl)-2-oxopyrrolidin-3-yl)-5-((2-methoxypyridin-3-yl)methoxy)-2-methylbenzofuran-3-carboxamide OCCN1C(C(CC1)NC(=O)C1=C(OC2=C1C=C(C=C2)OCC=2C(=NC=CC2)OC)C)=O